CN1C=NC(=C1)C(=O)OCCCN1N=C(C=2C(NCC3(CCOCC3)CC21)=O)CC 3-(3-ethyl-4-oxo-spiro[6,8-dihydro-5H-pyrazolo[4,3-c]azepine-7,4'-tetrahydropyran]-1-yl)propyl 1-methylimidazole-4-carboxylate